1,1,1-trifluoro-2,3-epoxypropane FC(C1CO1)(F)F